N1CCC(CC1)OC1=CC=C2C(=N1)CN(C2)C2=C(C(NN=C2)=O)C(F)(F)F 5-(2-(Piperidin-4-yloxy)-5,7-dihydro-6H-pyrrolo[3,4-b]pyridin-6-yl)-4-(trifluoromethyl)pyridazin-3(2H)-one